ClC=1C(=NC(=NC1)NC1CCOCC1)C=1C=C2C(=NC1)CN(C2=O)[C@@H](C(=O)N[C@H](CO)C2=CC(=CC(=C2)OC)F)C (2R)-2-(3-{5-chloro-2-[(oxacyclohex-4-yl)amino]pyrimidin-4-yl}-5-oxo-5H,6H,7H-pyrrolo[3,4-b]pyridin-6-yl)-N-[(1S)-1-(3-fluoro-5-methoxyphenyl)-2-hydroxyethyl]propionamide